FC1=C2C(=NC=C1)CCC2 4-fluoro-6,7-dihydro-5H-cyclopenta[b]pyridin